3-(1-(2',5'-dimethoxy-[1,1'-biphenyl]-4-yl)-1H-1,2,3-triazol-4-yl)pyridine COC1=C(C=C(C=C1)OC)C1=CC=C(C=C1)N1N=NC(=C1)C=1C=NC=CC1